N-methyl-N-ethyl-N-propyl-N-amyl-ammonium [8-(1-octylnonoxy)-8-oxo-octyl](2S)-1-[7,7-dimethyl-8-oxo-8-(4-pentylnonoxy)octyl]-4-hydroxy-pyrrolidine-2-carboxylate C(CCCCCCC)C(CCCCCCCC)OC(CCCCCCCOC(=O)[C@H]1N(CC(C1)O)CCCCCCC(C(OCCCC(CCCCC)CCCCC)=O)(C)C)=O.C[N+](CCCCC)(CCC)CC